5-{m-[5-(difluoromethyl)-2,3-dihydro-1-benzofuran-2-yl]phenyl}-1H-tetraazole FC(C=1C=CC2=C(CC(O2)C=2C=C(C=CC2)C2=NN=NN2)C1)F